3-[(6-cyclopropyl-2-methoxy-3-pyridinyl)oxy]-5-methyl-N-[3-(methylsulfonyl)phenyl]-6-(trifluoromethyl)pyridazine-4-carboxamide C1(CC1)C1=CC=C(C(=N1)OC)OC=1N=NC(=C(C1C(=O)NC1=CC(=CC=C1)S(=O)(=O)C)C)C(F)(F)F